N(=C=S)C1CN(CCC1)C(=O)OCC1=CC=CC=C1 benzyl 3-isothiocyanatopiperidine-1-carboxylate